4-oxo-2-phenyl-4H-chromene-7,8-diylbis(3-methylbutanoate) O=C1C=C(OC2=C(C(=CC=C12)C(C(=O)[O-])C(C)C)C(C(=O)[O-])C(C)C)C1=CC=CC=C1